FC=1C=CC(=C(C1)[C@@H](C)NC=1C=CC=2N(N1)C(=CN2)C2=NC=CC(=C2)N2C[C@H](CC2)O)OC (S)-1-(2-(6-(((R)-1-(5-fluoro-2-methoxyphenyl)ethyl)amino)imidazo[1,2-b]pyridazin-3-yl)pyridin-4-yl)pyrrolidin-3-ol